Cl[Sb-](Cl)(Cl)(Cl)(Cl)Cl.BrC1=CC=C(C=C1)[NH+](C1=CC=C(C=C1)Br)C1=CC=C(C=C1)Br tri(4-bromophenyl)ammonium hexachloroantimonate